C1(=C(C(=C(C(=C1[2H])[2H])[2H])[2H])[2H])C1=C(C(=CC=C1)C1=C(C(=C(C(=C1[2H])[2H])[2H])[2H])[2H])NC1=CC2=CC=CC=C2C=C1N N2-([1,1':3',1''-terphenyl]-2'-yl-2,2'',3,3'',4,4'',5,5'',6,6''-d10)naphthalene-2,3-diamine